C(C)(C)(C)OC(=O)N1C[C@H]([C@@H](CC1)OC(C1=CC=C(C=C1)[N+](=O)[O-])=O)OCC.C(C)C(COC(=O)C1=CC=C(NC2=NC(=NC(=N2)NC2=CC=C(C=C2)C(=O)OCC(CCCC)CC)NC2=CC=C(C=C2)C(=O)OCC(CCCC)CC)C=C1)CCCC |r| 2,4,6-tris[4-(2-ethylhexyloxycarbonyl)anilino]-1,3,5-triazine (±)-trans-tert-butyl-3-ethoxy-4-((4-nitrobenzoyl)oxy)piperidine-1-carboxylate